ClCC1=CC=C(C=C1)S(=NS(=O)(=O)C1=CC=C(C=C1)C)CC N-((4-(Chloromethyl)phenyl)(ethyl)-λ4-sulfanylidene)-4-methylbenzenesulfonamide